C(=O)(O)C(O)C(O)C(=O)O.N1N=CC(=C1)C=1SC=C(N1)C(=O)N 2-(1H-pyrazol-4-yl)thiazole-4-carboxamide tartrate